methyl 8-((1H-indol-3-yl)methyl)-2-phenethyl-2,8-diazaspiro[4.5]decane-4-carboxylate N1C=C(C2=CC=CC=C12)CN1CCC2(C(CN(C2)CCC2=CC=CC=C2)C(=O)OC)CC1